P(=O)(OCC)(OCC)OCCOC diethyl (2-methoxyethyl) phosphate